N=1N=CCC1 4H-pyrazol